ClC1=C(C=CC(=C1)C(F)(F)F)NC(CN1C=2N(C(C(=C1CC)N1CCNCC1)=O)C(=C(N2)C=2C=C1COCC1=CC2)CO)=O N-(2-chloro-4-(trifluoromethyl)phenyl)-2-(2-(1,3-dihydroisobenzofuran-5-yl)-7-ethyl-3-(hydroxymethyl)-5-oxo-6-(piperazin-1-yl)imidazo[1,2-a]pyrimidin-8(5H)-yl)acetamide